7-(((R)-4,4-difluoro-3-methylpiperidin-1-yl)methyl)-3,3-dimethyl-2,3-dihydro-1H-pyrrolo[3,2-b]pyridine-5-carboxamide FC1([C@@H](CN(CC1)CC1=C2C(=NC(=C1)C(=O)N)C(CN2)(C)C)C)F